[Na].OO hydrogen peroxide, sodium salt